ClC1=CC=C(C=C1)C=1C(=NOC1C1=C(C=C(C=C1)O)O)C 4-[4-(4-chlorophenyl)-3-methyl-1,2-oxazol-5-yl]benzene-1,3-diol